butyl (2S,6R)-4-(2-hydroxyethyl)-2,6-dimethylpiperidine-1-carboxylate OCCC1C[C@@H](N([C@@H](C1)C)C(=O)OCCCC)C